ClC1=CC=2N(C=C1)C=C(N2)C2=NNC(N2C2=CC=C(C=C2)S(=O)(=O)N)=S 4-(3-(7-Chloroimidazo[1,2-a]pyridin-2-yl)-5-thioxo-1,5-dihydro-4H-1,2,4-triazol-4-yl)benzenesulfonamide